[Si](C)(C)(C(C)(C)C)OCCNC[C@H](C1=C(C(=CC=C1OCOC)Cl)Cl)N[S@@](=O)C(C)(C)C (S)-N-[(1S)-2-([2-[(tert-butyldimethylsilyl)oxy]ethyl]amino)-1-[2,3-dichloro-6-(methoxymethoxy)phenyl]ethyl]-2-methylpropane-2-sulfinamide